BrC1=CC(=NC=C1)C(=O)N(C)C 4-bromo-N,N-dimethylpyridineamide